2-(3-Chloro-5-methoxyphenyl)-4-[4-(trifluoromethoxy)phenyl]-1,3-oxazole ClC=1C=C(C=C(C1)OC)C=1OC=C(N1)C1=CC=C(C=C1)OC(F)(F)F